O[C@@H](CNC1=NC=C(C=N1)C#CC=1C=C(C(=O)NC2=CC(=CC(=C2)C(F)(F)F)N2C=NC(=C2)C)C=CC1C)CO 3-(2-(2-((S)-2,3-dihydroxypropylamino)pyrimidin-5-yl)ethynyl)-4-methyl-N-(3-(4-methyl-1H-imidazol-1-yl)-5-(trifluoromethyl)phenyl)benzamide